ClCC(=O)N1CCC2(CC1)CCN(CC2)C(=O)C2(CCOCC2)NC2=CC=C(C=C2)Cl 2-chloro-1-(9-(4-((4-chlorophenyl)amino)tetrahydro-2H-pyran-4-carbonyl)-3,9-diazaspiro[5.5]undecan-3-yl)ethan-1-one